(3-Aminopyrrolidin-1-yl)(4-(3-fluorobenzyl)-3,4-dihydroquinoxalin-1(2H)-yl)methanone NC1CN(CC1)C(=O)N1CCN(C2=CC=CC=C12)CC1=CC(=CC=C1)F